6-chloro-3-[[(1R)-1-(2-ethylsulfanyl-3,6-dimethyl-4-oxo-benzopyran-8-yl)ethyl]amino]-N-methylsulfonyl-pyridine-2-carboxamide ClC1=CC=C(C(=N1)C(=O)NS(=O)(=O)C)N[C@H](C)C1=CC(=CC=2C(C(=C(OC21)SCC)C)=O)C